(2s,4r)-2-methyl-4-(5-morpholinopyrazin-2-yl)oxy-pyrrolidine-1-carboxylic acid tert-butyl ester C(C)(C)(C)OC(=O)N1[C@H](C[C@H](C1)OC1=NC=C(N=C1)N1CCOCC1)C